(S)-ethyl 2-amino-3-(4-(5-(4'-hydroxy-6-methoxybiphenyl-3-yl)-1,2,4-oxadiazol-3-yl)phenyl)propanoate hydrochloride Cl.N[C@H](C(=O)OCC)CC1=CC=C(C=C1)C1=NOC(=N1)C=1C=C(C(=CC1)OC)C1=CC=C(C=C1)O